2-norbornanecarboxylate C12C(CC(CC1)C2)C(=O)[O-]